FC=CC(CF)(F)F 1,3,3,4-Tetrafluoro-1-butene